3-(4-fluorophenoxy)pyridine-N-oxide FC1=CC=C(OC=2C=[N+](C=CC2)[O-])C=C1